(S)-2-amino-5-(2-hydroxyphenyl)-N-methylpentanamide N[C@H](C(=O)NC)CCCC1=C(C=CC=C1)O